BrC=1C=C(C=NC1)S(=O)(=NC(=O)OC(C)(C)C)C1=CC=C(C(=O)OC)C=C1 methyl 4-[S-(5-bromo-3-pyridyl)-N-tert-butoxycarbonyl-sulfonimidoyl]benzoate